4-((1H-pyrazol-1-yl)methyl)-3-(difluoromethoxy)benzoic acid N1(N=CC=C1)CC1=C(C=C(C(=O)O)C=C1)OC(F)F